C12CCN(CC2O1)C(=O)OC(C)(C)C tert-butyl rac-7-oxa-4-azabicyclo[4.1.0]heptane-4-carboxylate